2-(((1-(4-methoxybenzyl)-6-oxo-5-(trifluoromethyl)-1,6-dihydropyridazin-4-yl)amino)propoxy)propanoic acid methyl ester COC(C(C)OCCCNC=1C=NN(C(C1C(F)(F)F)=O)CC1=CC=C(C=C1)OC)=O